FC=1C(=C(C=C(C1)C(C)C)[C@H](C(=O)O)N1C[C@@H](CC1)N(CCCCC[C@@H]1NC2=NC=CC=C2CC1)C)OC (R)-2-(3-fluoro-5-isopropyl-2-methoxyphenyl)-2-((R)-3-(methyl(5-((S)-1,2,3,4-tetrahydro-1,8-naphthyridin-2-yl)pentyl)amino)pyrrolidin-1-yl)acetic acid